CC([C@@H](C1=CC=CC=C1)NC(CN1N=CC=2N(C1=O)C=CC2)=O)C (S)-N-(2-methyl-1-phenylpropyl)-2-(4-oxopyrrolo[1,2-d][1,2,4]triazin-3(4H)yl)acetamide